4-((3-chloro-4-((4-fluorobenzyl) oxy) phenyl) amino)-7-methoxyquinazolin-6-yl (R)-2-methylpiperazine-1-carboxylate C[C@H]1N(CCNC1)C(=O)OC=1C=C2C(=NC=NC2=CC1OC)NC1=CC(=C(C=C1)OCC1=CC=C(C=C1)F)Cl